(R/S)-methylbenzylammonium C[NH2+]CC1=CC=CC=C1